8-[(2,5-difluoro-4-methylphenyl)methyl]-3-fluoroimidazo[1,2-a]pyrazine-6-carbonitrile FC1=C(C=C(C(=C1)C)F)CC=1C=2N(C=C(N1)C#N)C(=CN2)F